(S)-4-(4-(3-aminopiperidin-1-yl)-6-((2-(2-fluoro-6-methoxyphenyl)pyrimidin-4-yl)amino)pyridin-3-yl)-2-fluoro-N,N-dimethylbenzamide hydrochloride Cl.N[C@@H]1CN(CCC1)C1=C(C=NC(=C1)NC1=NC(=NC=C1)C1=C(C=CC=C1OC)F)C1=CC(=C(C(=O)N(C)C)C=C1)F